1-Ethyl-3-nitroguanidin C(C)NC(=N)N[N+](=O)[O-]